C(C)OC(CC1C=2C(C3=C(C(=N1)C1=NC=CC=C1)C=C(C=C3)OC)=CN(C(C2)=O)C)=O Ethyl-2-(9-methoxy-2-methyl-3-oxo-7-(pyridin-2-yl)-3,5-dihydro-2H-benzo[c]pyrido[3,4-e]azepin-5-yl)acetate